1-(2-(tert-butyl)-4-methoxyphenyl)-N-(3-(1,1-difluoroethyl)phenyl)-3-methyl-5-oxo-4,5-dihydro-1H-pyrazole-4-carboxamide C(C)(C)(C)C1=C(C=CC(=C1)OC)N1N=C(C(C1=O)C(=O)NC1=CC(=CC=C1)C(C)(F)F)C